1,2,3,5,6,7-hexahydro-s-indacen-4-amine C1CCC=2C(=C3CCCC3=CC12)N